(R)-(3-Aminopiperidin-1-yl)(2-(1-((3-fluoropyridin-2-yl)methyl)-6-methoxy-1H-indol-2-yl)-3,4-dihydro-5-oxa-1,2a-diazaacenaphthylen-7-yl)methanone N[C@H]1CN(CCC1)C(=O)C=1C=C2OCCN3C(=NC(C1)=C32)C=3N(C2=CC(=CC=C2C3)OC)CC3=NC=CC=C3F